N1(CCC[C@H]2CCCC[C@H]12)C(=O)[C@@H](CCO[Si](C1=CC=CC=C1)(C1=CC=CC=C1)C(C)(C)C)NC(OC(C)(C)C)=O tert-butyl N-[(1R)-1-[(4aR,8aS)-3,4,4a,5,6,7,8,8a-octahydro-2H-quinoline-1-carbonyl]-3-[tert-butyl(diphenyl)silyl]oxy-propyl]carbamate